allyl (S)-(5-(benzyloxy)-2-(2-(((tert-butyldimethylsilyl)oxy)methyl)-4-(4-methoxyphenyl)-1,2,3,6-tetrahydro-pyridine-1-carbonyl)-4-methoxyphenyl)carbamate C(C1=CC=CC=C1)OC=1C(=CC(=C(C1)NC(OCC=C)=O)C(=O)N1[C@@H](CC(=CC1)C1=CC=C(C=C1)OC)CO[Si](C)(C)C(C)(C)C)OC